CC(=O)C1=CCCCN1 2-ACETYLTETRAHYDROPYRIDINE